1-(4-(tert-amyl)phenyl)cyclobutane-1,3-diamine C(C)(C)(CC)C1=CC=C(C=C1)C1(CC(C1)N)N